1-(4-aminopyridin-2-yl)-1H-pyrazole-4-carbaldehyde NC1=CC(=NC=C1)N1N=CC(=C1)C=O